CC1=C(C=C(C(=O)NC=2OC=C(N2)CC(C)C)C=C1)C#CC=1C=NC=CC1 4-methyl-N-[4-(2-methylpropyl)-1,3-oxazol-2-yl]-3-[2-(pyridin-3-yl)ethynyl]benzamide